C(C)(C)(C)OC(C(=C)C)=O tert-Butylmethacrylat